SC(C(=O)O)C.BrC(C1=NC(=NC(=N1)C(Br)(Br)Br)C(Br)(Br)Br)(Br)Br 2,4,6-tris(tribromomethyl)s-triazine 2-Mercaptopropionate